1-(4-(hydroxymethyl)-3-nitrobenzyl)-3-(2-iodoethyl)urea OCC1=C(C=C(CNC(=O)NCCI)C=C1)[N+](=O)[O-]